N-methyl-4-(1-methyl-1H-imidazol-4-yl)-5-((4-(trifluoromethyl)phenyl)amino)isoindoline-2-sulfonamide CNS(=O)(=O)N1CC2=CC=C(C(=C2C1)C=1N=CN(C1)C)NC1=CC=C(C=C1)C(F)(F)F